4-Bromo-5-fluoro-2-(3-oxa-8-azabicyclo[3.2.1]octan-8-yl)benzonitrile BrC1=CC(=C(C#N)C=C1F)N1C2COCC1CC2